COC(C1=C(C=C(C=C1)I)S(=O)(=O)NC(=O)NC1=NC(=NC(=N1)OC)C)=O 4-iodo-2-[[[[(4-methoxy-6-methyl-1,3,5-triazin-2-yl)amino]carbonyl]amino]sulfonyl]benzoic acid methyl ester